[3-(4-fluoroanilino)-1-(methylsulfonylmethyl)pyrazolo[4,3-c]pyridin-6-yl]-(3-endo-hydroxy-8-azabicyclo[3.2.1]oct-8-yl)methanone FC1=CC=C(NC2=NN(C3=C2C=NC(=C3)C(=O)N3C2CC(CC3CC2)O)CS(=O)(=O)C)C=C1